(1,1-dioxidotetrahydro-2H-thiopyran-4-yl)methanone O=S1(CCC(CC1)C=O)=O